(1s,4S)-4-(3-chloroanilino)-2'-[(2R)-3-hydroxy-2-methylpropyl]-5'-methyl-2',3'-dihydrospiro[cyclohexane-1,1'-isoindole]-4-carboxylic acid ClC=1C=C(NC2(CCC3(N(CC4=CC(=CC=C34)C)C[C@H](CO)C)CC2)C(=O)O)C=CC1